Methyl 3-(3-phenylbicyclo[1.1.1]pentan-1-yl)-2-(1H-pyrrol-1-yl)benzoate C1(=CC=CC=C1)C12CC(C1)(C2)C=2C(=C(C(=O)OC)C=CC2)N2C=CC=C2